BrC1=C(C=C(C=C1)C(F)(F)F)S(=O)(=O)C 1-bromo-2-(methylsulfonyl)-4-(trifluoromethyl)benzene